CC1=NOC(=C1C=1C=C2C(=NC1)C(=CN2C=2C=C(C(=O)O)C=CC2OCC)C2=CC=CC=C2)C 3-(6-(3,5-dimethylisoxazol-4-yl)-3-phenyl-1H-pyrrolo[3,2-b]pyridin-1-yl)-4-ethoxybenzoic acid